[S].[Pb](=[Se])=[Te] lead selenide telluride sulfur